(4-(2-(Bis(pyridin-2-ylmethyl)amino)ethyl)piperazin-1-yl)(phenyl)methanone N1=C(C=CC=C1)CN(CCN1CCN(CC1)C(=O)C1=CC=CC=C1)CC1=NC=CC=C1